C1(CC12CCNCC2)C(=O)O 6-aza-spiro[2.5]octan-1-carboxylic acid